ClC1=CC=C(C=C1)C1=C(N=C2C(NC(=NN21)SC)=O)C(C)C 7-(4-chlorophenyl)-6-isopropyl-2-(methylsulfanyl)-3H-imidazo[2,1-f][1,2,4]triazin-4-one